(E)-3-(3-chloro-4-hydroxyphenyl)-1-(4-(methylthio)phenyl)prop-2-en-1-one ClC=1C=C(C=CC1O)/C=C/C(=O)C1=CC=C(C=C1)SC